ethyl (S)-3-(3-bromophenyl)-3-((4-(trifluoromethoxy)phenyl)sulfonamido)propanoate BrC=1C=C(C=CC1)[C@H](CC(=O)OCC)NS(=O)(=O)C1=CC=C(C=C1)OC(F)(F)F